Ditridecyl adipate C(CCCCC(=O)OCCCCCCCCCCCCC)(=O)OCCCCCCCCCCCCC